C(C)OC(=O)C=1NC2=CC(=CC=C2C1C#C)Cl 6-Chloro-3-ethynyl-1H-indole-2-carboxylic acid ethyl ester